Aminobenzoat Natrium [Na+].NC1=C(C(=O)[O-])C=CC=C1